Cl.C1N(CC2=CC=CC=C12)CC=1OC=C(C(C1)=O)OCC1CCNCC1 2-(Isoindolin-2-ylmethyl)-5-(piperidin-4-ylmethoxy)-4H-pyran-4-one Hydrogen Chloride